C1(CCC1)C1=CC=C(NC=2C(=NC=CN2)C2=NOC(N2)=O)C=C1 3-[3-(4-cyclobutylanilino)pyrazin-2-yl]-4H-1,2,4-oxadiazol-5-one